NC(CC[Si](OCCCCCCCCCCCCCCCC)(OCCCCCCCCCCCCCCCC)OCCCCCCCCCCCCCCCC)C 3-aminobutyl-(trihexadecanoxysilane)